6-(((2S,3R,4S,5R)-3,4,5-trihydroxytetrahydro-2H-pyran-2-yl)oxy)benzo[d]thiazole-2-carbonitrile O[C@H]1[C@@H](OC[C@H]([C@@H]1O)O)OC1=CC2=C(N=C(S2)C#N)C=C1